N-(6-chloropyridin-3-yl)-6-(2-(oxetan-3-yl)ethoxy)isoquinolin-1-amine ClC1=CC=C(C=N1)NC1=NC=CC2=CC(=CC=C12)OCCC1COC1